C1(CC1)N1C=NC(=C1)C=1C(=NN(C1)CC)C (1-cyclopropyl-1H-imidazol-4-yl)-1-ethyl-3-methyl-1H-pyrazole